5-chloro-2-(difluoromethyl)-N-((1r,4r)-4-((3-(2-(hydroxymethyl)-1-methyl-1H-indol-5-yl)-2-oxo-2,3-dihydro-1H-imidazo[4,5-b]pyridin-1-yl)methyl)cyclohexyl)nicotinamide ClC=1C=NC(=C(C(=O)NC2CCC(CC2)CN2C(N(C3=NC=CC=C32)C=3C=C2C=C(N(C2=CC3)C)CO)=O)C1)C(F)F